C(CCCCCCCCCCC)NCCNCCN N-Lauryldiethylenetriamine